CC1=C(C(=CC=C1)C)C1=C2C(=C3C(=NC(=NC3=C1)OC[C@H]1N(CCC1)C)N1CCN(CC1)C(C=C)=O)OC=C2 (S)-1-(4-(4-(2,6-dimethylphenyl)-7-((1-methylpyrrolidin-2-yl)methoxy)furo[2,3-f]quinazolin-9-yl)piperazin-1-yl)prop-2-en-1-one